C(CCCCCCCCC)S(=O)(=O)[O-] 1-decanesulfonate